(2,6-dimethoxybenzoyl)german COC1=C(C(=O)[GeH3])C(=CC=C1)OC